2-tert-butyl-4-methyl-ethyl-6-(2-acryloyloxy-3-tert-butyl-5-methylbenzyl)phenol C(C)(C)(C)CCC1=C(C(=CC(=C1)C)CC1=C(C(=CC(=C1)C)C(C)(C)C)OC(C=C)=O)O